ethyl 2-(1,4-dioxan-2-yl)-6-(6-(trifluoromethyl)picolinamido)imidazo[1,2-a]pyridine-7-carboxylate O1C(COCC1)C=1N=C2N(C=C(C(=C2)C(=O)OCC)NC(C2=NC(=CC=C2)C(F)(F)F)=O)C1